CC(C)(C)OC(CN1CCN(CCN(CCN(CC1)CC(OC(C)(C)C)=O)CC(OC(C)(C)C)=O)CC(=O)O)=O (4,7,10-tris{2-[(2-methylpropan-2-yl)oxy]-2-oxoethyl}-1,4,7,10-tetraazacyclododecane-1-yl)acetic acid